ClC=1C(=C(N(C1C(C(=O)NC(CO)(C)C)=O)C)C)C(=O)NC1=CC(=C(C=C1)F)C 4-chloro-N-(4-fluoro-3-methylphenyl)-5-(2-((1-hydroxy-2-methylpropan-2-yl)amino)-2-oxoacetyl)-1,2-dimethyl-1H-pyrrole-3-carboxamide